3-bromo-1-(3-chloropyridin-2-yl)-N-(2-methyl-4-bromo-6-(diethylcarbamoyl)phenyl)-N-ethyl-1H-pyrazole-5-carboxamide BrC1=NN(C(=C1)C(=O)N(CC)C1=C(C=C(C=C1C(N(CC)CC)=O)Br)C)C1=NC=CC=C1Cl